2-(3,5-dichloro-4-(4-hydroxy-3-isopropylbenzyl)phenyl)-4-ethoxy-4-oxobutanoic acid ClC=1C=C(C=C(C1CC1=CC(=C(C=C1)O)C(C)C)Cl)C(C(=O)O)CC(=O)OCC